(Z)-undec-2-en-1-yl-6-(2-(dimethylamino)-3-(heptyloxy)propoxy)hexanoate C(\C=C/CCCCCCCC)OC(CCCCCOCC(COCCCCCCC)N(C)C)=O